C1(=CC=CC=C1)S(=O)(=O)N1C=C(C=2C1=NC(=CC2)C#N)B2OC(C(O2)(C)C)(C)C 1-(benzenesulfonyl)-3-(4,4,5,5-tetramethyl-1,3,2-dioxaborolan-2-yl)pyrrolo[2,3-b]pyridine-6-carbonitrile